4,4,5,5-tetramethyl-2-(1-naphthyl)-1,3,2-dioxaborolane CC1(OB(OC1(C)C)C1=CC=CC2=CC=CC=C12)C